C=C.[Zr] zirconium compound with ethylene